ethyl 5-amino-7-(2-(4-(4-(2-(tert-butoxy)-2-oxoethoxy)phenyl)piperazin-1-yl)ethyl)-9-chloro-2-(pyridin-2-yl)-7H-pyrrolo[3,2-e][1,2,4]triazolo[1,5-c]pyrimidine-8-carboxylate NC1=NC2=C(C=3N1N=C(N3)C3=NC=CC=C3)C(=C(N2CCN2CCN(CC2)C2=CC=C(C=C2)OCC(=O)OC(C)(C)C)C(=O)OCC)Cl